3-(4-(5-(difluoromethyl)-1,3,4-oxadiazole-2-yl)-2-fluorobenzyl)-5-fluoro-1-(1-(oxetan-3-yl)piperidine-4-yl)-1,3-dihydro-2H-benzo[d]imidazole-2-one FC(C1=NN=C(O1)C1=CC(=C(CN2C(N(C3=C2C=C(C=C3)F)C3CCN(CC3)C3COC3)=O)C=C1)F)F